(2R,3S)-4-Bromo-5-chloro-6-fluoro-3-(methoxymethoxy)-2-phenyl-2,3-dihydrobenzofuran-2-carboxylic acid BrC1=C(C(=CC2=C1[C@@H]([C@@](O2)(C(=O)O)C2=CC=CC=C2)OCOC)F)Cl